CC=CC(=CC=CCCCCCCCC)C(=O)[O-] Pentadeca-2,4,6-triene-4-carboxylate